ClC1=C(C(=O)NC2=C3C=NN(C3=CC=C2)C=2N=CSC2)C(=CC=C1CNC(C(C)(C)C)=O)Cl 2,6-Dichloro-3-{[(2,2-dimethylpropanoyl)amino]methyl}-N-[1-(1,3-thiazol-4-yl)-1H-indazol-4-yl]benzamide